C(C)N1N=NC(=C1)CC[C@H](C(C(=O)OCC1=CC=CC=C1)(C)C)C=1SC(=C(C1)COCC1=CC=C(C=C1)OC)C |r| Racemic-benzyl 5-(1-ethyl-1H-1,2,3-triazol-4-yl)-3-(4-(((4-methoxybenzyl)oxy)methyl)-5-methylthiophen-2-yl)-2,2-dimethylpentanoate